Ethyltrisilane C(C)[SiH2][SiH2][SiH3]